2,3-dimethyl-4-(3-(vinylsulfonyl)phenyl)-1H-indole-7-carboxamide CC=1NC2=C(C=CC(=C2C1C)C1=CC(=CC=C1)S(=O)(=O)C=C)C(=O)N